BrC1=CC=C(S1)C(C(=O)O)C 2-(5-bromo-2-thienyl)propanoic acid